CS(=O)(=O)OCCOC1=CC=2N(C=C1S(=O)(=O)C(C)(C)C)C=CN2 2-((6-(tert-butylsulfonyl)imidazo[1,2-a]pyridin-7-yl)oxy)ethyl methanesulfonate